FC(C(=O)O)(F)F.CN(C([C@H](CC(C)C)NC)=O)C1(CCC1)C(=O)N[C@@H](COC=1C=NC2=CC=C(C=C2C1C(=O)NC(CC(=O)O)C=O)F)CC1=CC=CC=C1 3-(3-((R)-2-(1-((S)-N,4-dimethyl-2-(methylamino)pentanamido)cyclobutane-1-carboxamido)-3-phenylpropoxy)-6-fluoroquinoline-4-carboxamido)-4-oxobutanoic acid trifluoroacetate